2-fluoro-N-(8-methyl-1-isoquinolyl)-N-[(3R)-3-piperidyl]-4-[5-(trideuteriomethyl)-1,3,4-thiadiazol-2-yl]benzamide FC1=C(C(=O)N([C@H]2CNCCC2)C2=NC=CC3=CC=CC(=C23)C)C=CC(=C1)C=1SC(=NN1)C([2H])([2H])[2H]